P(=O)(OC1=CC=C(C=C1)C(C)(C)C)(OC1=CC=C(C=C1)C(C)(C)C)OC1=CC=C(C=C1)C(C)(C)C tri(4-tert-butylphenyl) phosphate